butyl 6-bromohexanoate BrCCCCCC(=O)OCCCC